C(C1=CC=CC=C1)OC(=O)N1C[C@H](CC1)CO (S)-3-(hydroxymethyl)pyrrolidine-1-carboxylic acid benzyl ester